ClC1=C(C=CC=C1Cl)C(Cl)(Cl)Cl 2,3-dichlorobenzotrichloride